CC1(CO1)OCCC[Si](OC)(OC)OC gamma-(2-epoxypropoxy)propyl-trimethoxysilane